C(CCC)[Sn](C(C)=O)CCCC dibutylacetyltin